tert-butyl (2R,5S)-4-(5-(tert-butyl)-7H-pyrrolo[2,3-d]pyrimidin-4-yl)-2,5-dimethylpiperazine-1-carboxylate C(C)(C)(C)C1=CNC=2N=CN=C(C21)N2C[C@H](N(C[C@@H]2C)C(=O)OC(C)(C)C)C